C(#N)C=1C(=C(C=CC1)C=1C=C2C(=C(C=NC2=CC1)C1=CC(=CC(=C1)F)F)N1CCC(CC1)NC(OC(C)(C)C)=O)O tert-Butyl (1-(6-(3-cyano-2-hydroxylphenyl)-3-(3,5-difluorophenyl)quinolin-4-yl)piperidin-4-yl)carbamate